Cl.FC1=CC=C(C=C1)NC(=O)C1(CC1)C(=O)NC1=CC=C(C=C1)OC1=CC=NC2=CC(=CC=C12)C=1C=NN(C1)S(=O)(=O)C 1-N'-(4-fluorophenyl)-1-N-[4-[7-(1-methylsulfonylpyrazol-4-yl)quinolin-4-yl]oxyphenyl]cyclopropane-1,1-dicarboxamide hydrochloride